2-hydroxy-4-oxatricyclo[4.2.1.0(3,7)]-5-nonanone OC1C2CC3C(C(OC13)=O)C2